C1(CC1)C([C@@H](C(=O)NC1=CC(=C(C=C1)C=1C(=NNC1C)C)F)NC(=O)C=1N(N=CC1)C(C)C)C1CC1 N-[(1S)-1-(dicyclopropylmethyl)-2-[4-(3,5-dimethyl-1H-pyrazol-4-yl)-3-fluoro-anilino]-2-oxo-ethyl]-2-isopropyl-pyrazole-3-carboxamide